BrC1=CC=C(C(=N1)CCO)N1C[C@H](CC1)OC1=NC=C(C=C1)C (S)-2-(6-bromo-3-(3-(5-methylpyridin-2-yloxy)pyrrolidin-1-yl)pyridin-2-yl)ethanol